(3-Methyl-3-azabicyclo[5.1.0]oct-1-yl)methanol CN1CC2(CC2CCC1)CO